[C@H]1([C@H](O)[C@@H](O)[C@H](O)[C@H](O1)CO)O[C@H]1[C@H](O[C@@H]([C@H]([C@@H]1O)O)CO)O[C@H]1[C@@H]([C@H]([C@@H](O)O[C@@H]1CO)O)O Alpha-D-glucopyranosyl-(1→2)-alpha-D-glucopyranosyl-(1→4)-alpha-D-glucopyranose